C(C1=CC=CC=C1)OC(=O)NC(C(=O)O)CCC 2-(((benzyloxy)carbonyl)amino)pentanoic acid